C(C1=CC=CC=C1)(=O)C[C@](N(C1=CC(=C(C=C1)Cl)Cl)C(C1=CC=CC=C1)=O)(C(=O)O)CCC |r| benzoylpropyl-N-benzoyl-N-(3,4-dichlorophenyl)-DL-alanine